5-[2-(2-ethoxyphenylamino)-1-hydroxyethyl]-1,3-oxazole-2(3H)-thione C(C)OC1=C(C=CC=C1)NCC(O)C1=CNC(O1)=S